COCCOCCNC1=CC=C(CCNC(OC(C)(C)C)=O)C=C1 tert-Butyl 4-((2-(2-methoxyethoxy)ethyl)amino)phenethylcarbamate